4-(5-Cyano-2-methoxyphenyl)-N-(5-(4-(difluoromethyl)-2-fluorobenzoyl)-5,6-dihydro-4H-pyrrolo[3,4-d]thiazol-2-yl)-6-methyl-nicotinamide C(#N)C=1C=CC(=C(C1)C1=CC(=NC=C1C(=O)NC=1SC2=C(N1)CN(C2)C(C2=C(C=C(C=C2)C(F)F)F)=O)C)OC